3,4-DIHYDROQUINOLINONE N1C(CCC2=CC=CC=C12)=O